2-(3-Bromo-pyrrol-1-yl)-pentanoic Acid (5-bromo-pyridin-2-yl)-amide BrC=1C=CC(=NC1)NC(C(CCC)N1C=C(C=C1)Br)=O